FC1=CC=C(C=CC2=CC([C@@H]3C([C@H]2C3)(C)C)=O)C=C1 (1s,5r)-4-(4-fluorostyryl)-6,6-dimethylbicyclo[3.1.1]hept-3-en-2-one